4-{[2-(1H-indole-3-yl)ethyl]amino}-4-oxobutanoic acid N1C=C(C2=CC=CC=C12)CCNC(CCC(=O)O)=O